O=C1NC=CC=C1[C@H]1[C@@H](CNC1)C#N |r| rac-(3s,4r)-4-(2-oxo-1,2-dihydropyridin-3-yl)pyrrolidine-3-carbonitrile